1-({[(1R)-2-[(4-chloro-2-methylsulfonylphenyl)methyl]-1-(4-chlorophenyl)-7-fluoro-5-(2-hydroxyprop-2-yl)-3-oxo-2,3-dihydro-1H-isoindol-1-yl]oxy}methyl)cyclopropane-1-carboxamide ClC1=CC(=C(C=C1)CN1[C@](C2=C(C=C(C=C2C1=O)C(C)(C)O)F)(C1=CC=C(C=C1)Cl)OCC1(CC1)C(=O)N)S(=O)(=O)C